CC=1C(=NC=CC1)N1C(NC2=NC=CC=C21)=S 1-(3-methylpyridin-2-yl)-1,3-dihydro-2H-imidazo[4,5-b]pyridine-2-thione